CC1=NC(=CC(=C1)NC1=C(C(=O)NOCC)C=CC=N1)C ((2,6-dimethyl-pyridin-4-yl)amino)-N-ethoxynicotinamide